(S)-3,4-Dimethyl-N-(4-(piperidin-3-yl)-phenyl)-benzamid CC=1C=C(C(=O)NC2=CC=C(C=C2)[C@H]2CNCCC2)C=CC1C